1-(3-(N,N-dimethylsulfamoyl)phenyl)-3-methyl-5-oxo-N-(3-(pyrazin-2-yl)phenyl)-4,5-dihydro-1H-pyrazole-4-carboxamide CN(S(=O)(=O)C=1C=C(C=CC1)N1N=C(C(C1=O)C(=O)NC1=CC(=CC=C1)C1=NC=CN=C1)C)C